(2R,5S)-4-(5-(azetidin-1-yl)-7-(4-cyanopyridin-2-yl)-7H-pyrrolo[2,3-d]pyrimidin-4-yl)-2,5-dimethylpiperazine-1-carboxylic acid tert-butyl ester C(C)(C)(C)OC(=O)N1[C@@H](CN([C@H](C1)C)C=1C2=C(N=CN1)N(C=C2N2CCC2)C2=NC=CC(=C2)C#N)C